NN1C(=NC(=C1C(=O)N)C1=CC=C(C=C1)C(NC1=NC=CC(=C1)OC)=O)[C@H]1N(CCCC1)C(C#C)=O (S)-1-amino-4-(4-((4-methoxypyridin-2-yl)carbamoyl)phenyl)-2-(1-propioloylpiperidin-2-yl)-1H-imidazole-5-carboxamide